ClC1=C(C=CC(=C1)NC1=NC=NC2=CC(=C3C(=C12)OCCO3)OC)NC(=O)NC3=CC(=CC=C3)OC 1-(2-chloro-4-((5-methoxy-2,3-dihydro-[1,4]dioxino[2,3-f]quinazolin-10-yl)amino)phenyl)-3-(3-methoxyphenyl)urea